C1(=CC=C(C2=CC=CC=C12)C(=O)[O-])C(=O)[O-].[Zn+2] zinc 1,4-naphthalenedicarboxylate